3'-(aminomethyl)-[1,1'-biphenyl] NCC=1C=C(C=CC1)C1=CC=CC=C1